[Si](C1=CC=CC=C1)(C1=CC=CC=C1)(C(C)(C)C)OCCN[C@H](CO)C1CC1 (S)-2-((2-((tert-butyldiphenylsilyl)oxy)ethyl)amino)-2-cyclopropylethan-1-ol